6-bromo-5-methyl-1-(2-phenyl-2-((tetrahydro-2H-pyran-4-yl)oxy)ethyl)-2H-thieno[2,3-d][1,3]oxazine-2,4(1H)-dione BrC1=C(C2=C(N(C(OC2=O)=O)CC(OC2CCOCC2)C2=CC=CC=C2)S1)C